C(CCCCCCCC)C1=C(C=CC=C1)N mono-(nonylphenyl)amine